5-chloro-3-((p-tolylsulfinyl)methyl)-1H-indole-1-carboxylic acid tert-butyl ester C(C)(C)(C)OC(=O)N1C=C(C2=CC(=CC=C12)Cl)CS(=O)C1=CC=C(C=C1)C